C(C)(C)(C)OC(=O)N1COC(C1CCOS(=O)(=O)C)=O 4-(2-methylsulfonyloxyethyl)-5-oxo-oxazolidine-3-carboxylic acid tert-butyl ester